[6-(3-cyclopropyl-1H-1,2,4-triazol-5-yl)-2-azaspiro[3.3]heptan-2-yl]-[6-[[1-(2,2,2-trifluoroethyl)imidazol-2-yl]methyl]-2,6-diazaspiro[3.3]heptan-2-yl]methanone C1(CC1)C1=NNC(=N1)C1CC2(CN(C2)C(=O)N2CC3(C2)CN(C3)CC=3N(C=CN3)CC(F)(F)F)C1